F[B-](F)(F)F.C1CCC[N+]12CCCC2 5-azaspiro[4.4]nonan-5-ium tetrafluoroborate